ClC1=CC=2\C(\C3=CC(=CC=C3C2C(=C1)C(O)CN(CCCC)CCCC)Cl)=C/C1=CC=C(C=C1)Cl (Z)-2,7-dichloro-9-[(4-chlorophenyl)methylene]-α-[(di-n-butylamino)methyl]-9H-fluoren-4-methanol